1-[2-(3,5-dimethyl-2,4-dioxo-1,2,3,4-tetrahydropyrimidin-1-yl)acetyl]-4-fluoro-N-{[6-fluoro-5-(propan-2-yl)pyridin-2-yl](phenyl)methyl}pyrrolidine-2-carboxamide CN1C(N(C=C(C1=O)C)CC(=O)N1C(CC(C1)F)C(=O)NC(C1=CC=CC=C1)C1=NC(=C(C=C1)C(C)C)F)=O